6-[(1S)-2-(1,3-bis-oxo-isoindolin-2-yl)-1-methyl-ethyl]-2-Azaspiro[3.3]Heptane-2-carboxylic acid tert-butyl ester C(C)(C)(C)OC(=O)N1CC2(C1)CC(C2)[C@@H](CN2C(C1=CC=CC=C1C2=O)=O)C